tert-butyl (3S)-3-[(1R)-2-[[2-(cyclobutylamino)-6-(1-piperidyl)pyridine-4-carbonyl]amino]-1-hydroxy-ethyl]-7-hydroxy-3,4-dihydro-1H-isoquinoline-2-carboxylate C1(CCC1)NC1=NC(=CC(=C1)C(=O)NC[C@@H](O)[C@H]1N(CC2=CC(=CC=C2C1)O)C(=O)OC(C)(C)C)N1CCCCC1